C(C)OC(CCCCC\C=C\B1OC(C(O1)(C)C)(C)C)=O.CC1=NC(=CC(=C1)C=1NC2=CC=C(C=C2C1C(C)C)C1CCN(CC1)C(CN1CCC(CC1)C)=O)C 1-(4-(2-(2,6-dimethylpyridin-4-yl)-3-isopropyl-1H-indol-5-yl)piperidin-1-yl)-2-(4-methylpiperidin-1-yl)ethan-1-one Ethyl-(E)-8-(4,4,5,5-tetramethyl-1,3,2-dioxaborolan-2-yl)oct-7-enoate